3-{2-amino-8-methyl-[1,2,4]triazolo[1,5-a]pyridin-7-yl}-N-[(3s)-3-(4-chlorophenyl)-3-hydroxypropyl]-2-fluoro-6-methylbenzamide NC1=NN2C(C(=C(C=C2)C=2C(=C(C(=O)NCC[C@H](O)C3=CC=C(C=C3)Cl)C(=CC2)C)F)C)=N1